BrC1=C(C=C(C=2C1=NSN2)Br)F 4,7-dibromo-5-fluoro-benzo[1,2,5]Thiadiazole